C(C)(C)[C@@H]1N(COC1)C(\C(=C\C)\C)=O (4S)-4-isopropyl-3-[(E)-2-methylbut-2-enoyl]oxazolidin